CC1=C(C(=CC(=C1)C)C)N1C(N(CC1)C1=C(C=C(C=C1C)C)C)=[Ru](=CC1=C(C=CC=C1)OC(C)C)(Cl)Cl (1,3-bis(2,4,6-trimethylphenyl)-2-imidazolidinylidene)dichloro(o-isopropoxybenzylidene)ruthenium